NC1=CC=NC2=CC(=CC=C12)C=1C=C(C=C(C1)Cl)NC(C=C)=O N-[3-(4-aminoquinolin-7-yl)-5-chlorophenyl]prop-2-enamide